(S)-6-(5-(3,5-dimethylisoxazol-4-yl)-1-((1r,3S)-3-hydroxycyclobutyl)-1H-benzo[d]imidazol-2-yl)piperidin-2-one CC1=NOC(=C1C1=CC2=C(N(C(=N2)[C@@H]2CCCC(N2)=O)C2CC(C2)O)C=C1)C